FC1=CC=C(C=C1)S(=O)C=1C2=C(N=CN1)NC=C2 4-((4-fluorophenyl)sulfinyl)-7H-pyrrolo[2,3-d]pyrimidine